methyl 2-(2-chloro-4-methylphenyl)-5-[1-(benzenesulfonyl)-1H-pyrrolo[2,3-b]pyridin-4-yl]-1-{[2-(trimethylsilyl) ethoxy] methyl}-1H-pyrrole-3-carboxylate ClC1=C(C=CC(=C1)C)C=1N(C(=CC1C(=O)OC)C1=C2C(=NC=C1)N(C=C2)S(=O)(=O)C2=CC=CC=C2)COCC[Si](C)(C)C